C1(CC1)C=1C(=CC(N2[C@@H](CSC12)C(=O)O)=O)COC1=CC=CC2=CC=CC=C12 (3R)-7-cyclopropyl-6-[(1-naphthyloxy)methyl]-4-oxo-1-thia-3a-aza-3-indancarboxylic acid